FC(OC1=C(C(=O)N[C@H]2[C@H](C2)F)C(=CC(=C1)C=1C=NN2C1C=CC(=C2)C(COCC2COC2)(C)C)OC)F 2-(Difluoromethoxy)-4-[6-[1,1-dimethyl-2-(oxetan-3-ylmethoxy)ethyl]pyrazolo[1,5-a]pyridin-3-yl]-N-[(1R,2S)-2-fluorocyclopropyl]-6-methoxy-benzamide